C(C)(C)(C)OC(=O)N[C@H](C(=O)OC)CC1=CC=NC=C1 methyl (S)-2-((tert-butoxycarbonyl)amino)-3-(pyridin-4-yl)propanoate